2-(2H-benzotriazol-2-yl)-4-(3-keto-4-oxadodecyl)-6-tert-butylphenol N=1N(N=C2C1C=CC=C2)C2=C(C(=CC(=C2)CCC(OCCCCCCCC)=O)C(C)(C)C)O